5-(4-chloropyridin-2-yl)-6-ethylpyrimidine-2,4-diamine ClC1=CC(=NC=C1)C=1C(=NC(=NC1CC)N)N